(1R,5R)-N-(4-(3-(4-fluorophenyl)-1-methyl-1H-pyrazol-4-yl)-7-methoxypyrido[3,2-d]pyrimidin-6-yl)-3-methyl-3-azabicyclo[3.1.0]hexane-1-carboxamide FC1=CC=C(C=C1)C1=NN(C=C1C=1C2=C(N=CN1)C=C(C(=N2)NC(=O)[C@]21CN(C[C@@H]1C2)C)OC)C